6-(4-isobutoxyphenyl)-N-[(2-morpholino-3-pyridyl)methyl]pyridazine-4-carboxamide C(C(C)C)OC1=CC=C(C=C1)C1=CC(=CN=N1)C(=O)NCC=1C(=NC=CC1)N1CCOCC1